Cl.Cl.C([C@@H](C(=O)O)N)SSC[C@@H](C(=O)O)N cystine, dihydrochloride